(R)-N-(8,9-Difluoro-6-oxo-1,4,5,6-tetrahydro-2H-pyrano[3,4-c]isoquinolin-1-yl)-3-(difluoromethyl)-4-fluoro-N-methylbenzamide FC=1C(=CC=2C3=C(NC(C2C1)=O)COC[C@@H]3N(C(C3=CC(=C(C=C3)F)C(F)F)=O)C)F